N-(2-aminoethyl)-3-((4-bromofluorophenylthio)amino)quinoxaline-2-carboxamide NCCNC(=O)C1=NC2=CC=CC=C2N=C1NSC1=C(C=C(C=C1)Br)F